(1H-indol-6-yl)isoindoline-2-carboxamide tert-butyl-N-(6-methoxy-3-pyridyl)carbamate C(C)(C)(C)OC(NC=1C=NC(=CC1)OC)=O.N1C=CC2=CC=C(C=C12)C1N(CC2=CC=CC=C12)C(=O)N